FC1(CC(C1)N1C[C@H]([C@H](CC1)NC1=NN2C(C(=N1)OC)=C(C=C2)C=2C=CC1=C(N(N=N1)CCF)C2)F)F N-((3R,4S)-1-(3,3-difluorocyclobutyl)-3-fluoropiperidin-4-yl)-5-(1-(2-fluoroethyl)-1H-benzo[d][1,2,3]triazol-6-yl)-4-methoxypyrrolo[2,1-f][1,2,4]triazin-2-amine